potassium bis((trifluoromethyl)sulfonyl)amide FC(S(=O)(=O)[N-]S(=O)(=O)C(F)(F)F)(F)F.[K+]